(1-(4-aminophenyl)-4,4-dimethylpyrrolidin-3-yl)methanol NC1=CC=C(C=C1)N1CC(C(C1)(C)C)CO